N-phenyl-naphthylethylamine C1(=CC=CC=C1)NCCC1=CC=CC2=CC=CC=C12